ClC1=CC=2C=3C=CC(=CC3N(C(N(C2N=C1)CC)=O)C1=C(C=C(C=C1F)NCCNC1CCOCC1)F)Cl 4,13-dichloro-10-[2,6-difluoro-4-({2-[(oxan-4-yl)amino]ethyl}amino)phenyl]-8-ethyl-6,8,10-triazatricyclo[9.4.0.02,7]pentadeca-1(11),2(7),3,5,12,14-hexaen-9-one